4-Chloro-5-(4-[1-[4-fluoro-2-(trifluoromethyl)phenyl]cyclopropyl]-5H,6H,7H,8H-pyrido[3,4-d]pyrimidin-7-yl)-2,3-dihydropyridazin-3-one ClC=1C(NN=CC1N1CC=2N=CN=C(C2CC1)C1(CC1)C1=C(C=C(C=C1)F)C(F)(F)F)=O